FC=1C=C2C(=CN1)NC(=C2)C(=O)NC 5-fluoro-N-methyl-1H-pyrrolo[2,3-c]Pyridine-2-carboxamide